O[C@@H](CNC(O[C@@H]1CC[C@H](CC1)C(N(C[C@@H]1CC[C@H](CC1)C1=NC(=C(C=C1)OC)C)C1=NC=CC(=C1)C=1N=C(OC1)C1CC1)=O)=O)CO trans-4-((4-(2-Cyclopropyloxazol-4-yl)pyridine-2-yl)-((trans-4-(5-methoxy-6-methylpyridin-2-yl)cyclohexyl)meth-yl)carbamoyl)cyclohexyl ((S)-2,3-dihydroxypropyl)-carbamate